CC1=CC(=NC=C1)N1N=CC=C1 4-methyl-2-(1H-pyrazol-1-yl)pyridine